O=C1NC(CCC1N1CC2=CC=C(C=C2C1=O)N1CCC2(CC(C2)C=O)CC1)=O 7-[2-(2,6-dioxo-3-piperidyl)-3-oxo-isoindolin-5-yl]-7-azaspiro[3.5]nonane-2-carbaldehyde